C(C)(=O)[C@@]1([C@@H](O[C@@H]([C@H]1O)C(O)C(C)=O)N1C(=O)NC(=O)C=C1)O 2',5'-diacetyluridine